3-[2-[2-(3-tert-butoxy-3-oxo-propoxy)ethoxy]ethoxy]propanoic acid C(C)(C)(C)OC(CCOCCOCCOCCC(=O)O)=O